N-{3-[3-(hydroxymethyl)-4-(2-{2-[2-(2-prop-2-ynyloxyethoxy)ethoxy]ethoxy}ethyl)piperazinyl]propyl}(phenylmethoxy)carboxamide OCC1CN(CCN1CCOCCOCCOCCOCC#C)CCCNC(=O)OCC1=CC=CC=C1